N[C@@H](C(=O)N)CCC=1N=NN(C1)CC(COCC(CO)CO)(COCC(CO)CO)COCC(CO)CO (R)-2-amino-4-(1-(3-(3-hydroxy-2-(hydroxymethyl)propoxy)-2,2-bis((3-hydroxy-2-(hydroxymethyl)propoxy)methyl)propyl)-1H-1,2,3-triazol-4-yl)butanamide